bis[bis(3,5-dimethyl-4-methoxyphenyl)phosphino]-1,1'-binaphthyl CC=1C=C(C=C(C1OC)C)P(C1=CC(=C(C(=C1)C)OC)C)C=1C(=C(C2=CC=CC=C2C1)C1=CC=CC2=CC=CC=C12)P(C1=CC(=C(C(=C1)C)OC)C)C1=CC(=C(C(=C1)C)OC)C